3-Guanidino-1-Propanol Sulfate S(=O)(=O)(O)OCCCNC(=N)N